C(C)(C)(C)OC(NCCSSC(CCBr)(C)C)=O [2-(3-Bromo-1,1-dimethyl-propyldisulfanyl)-ethyl]-carbamic acid tert-butyl ester